2,5-dioxopyrrolidin-1-yl 6-[(2-{[α-D-mannopyranosyl-(1→3)-[α-D-mannopyranosyl-(1→6)]-α-D-mannopyranosyl]oxy}ethyl)amino]-6-oxohexanoate [C@H]1([C@@H](O)[C@@H](O)[C@H](O)[C@H](O1)CO)O[C@@H]1[C@@H]([C@H](O[C@@H]([C@H]1O)CO[C@@H]1[C@@H](O)[C@@H](O)[C@H](O)[C@H](O1)CO)OCCNC(CCCCC(=O)ON1C(CCC1=O)=O)=O)O